4-(1-{5-[(3-chloro-4-fluorophenyl)carbamoyl]-4H,5H,6H,7H-pyrazolo[1,5-a]pyrazine-3-amido}cyclopropyl)benzoic acid ClC=1C=C(C=CC1F)NC(=O)N1CC=2N(CC1)N=CC2C(=O)NC2(CC2)C2=CC=C(C(=O)O)C=C2